5-(2-chlorophenyl)-2,3,4,5-tetrahydro-1H-pyrido[4,3-b]indole hydrochloride Cl.ClC1=C(C=CC=C1)N1C2=C(C=3C=CC=CC13)CNCC2